N-hydroxy-3-(2-nitro-4-aminosulfonylphenylamino)propanamide ethyl-6-(cyclopropylmethyl)-2-acetamido-6-(methoxymethyl)-7-oxo-4,5,6,7-tetrahydro-1-benzothiophene-3-carboxylate C(C)OC(=O)C1=C(SC2=C1CCC(C2=O)(COC)CC2CC2)NC(C)=O.ONC(CCNC2=C(C=C(C=C2)S(=O)(=O)N)[N+](=O)[O-])=O